2,2-difluoro-1-(4-(1-methyl-4-(trifluoromethyl)-1H-imidazol-2-yl)phenyl)ethanol FC(C(O)C1=CC=C(C=C1)C=1N(C=C(N1)C(F)(F)F)C)F